FC1=CC=C(CC=2NC(=NN2)C(=O)N[C@@H]2C(N(C=3N(CC2)N=CC3)C)=O)C=C1 (S)-5-(4-Fluorobenzyl)-N-(4-methyl-5-oxo-5,6,7,8-tetrahydro-4H-pyrazolo[1,5-a][1,3]diazepin-6-yl)-4H-1,2,4-triazol-3-carboxamid